1-(3-Propylquinuclidin-3-yl)-3-(1-(4'-((pyridin-3-ylmethoxy)methyl)-[1,1'-biphenyl]-4-yl)cyclopropyl)urea C(CC)C1(CN2CCC1CC2)NC(=O)NC2(CC2)C2=CC=C(C=C2)C2=CC=C(C=C2)COCC=2C=NC=CC2